C(#N)C1=C(C=C(C=C1)N1C([C@@H]2[C@]3(C[C@H]([C@@]([C@@H]2C1=O)(O3)C)C(=O)OCOCCOC)C)=O)C(F)(F)F (2-methoxyethoxy)methyl (3aR,4R,5R,7R,7aS)-2-(4-cyano-3-(trifluoromethyl)phenyl)-4,7-dimethyl-1,3-dioxooctahydro-1H-4,7-epoxyisoindole-5-carboxylate